NC(C1=C(C=CC=C1)F)N1C2=C(NCC1=O)N=CC=C2 [amino-(2-fluorophenyl)methyl]-3,4-dihydro-1H-pyrido[2,3-b]pyrazin-2-one